C(O[C@@H]1[C@](O[C@H](C1)N1C2=NC(=NC(=C2N=C1)N)F)(CO)C#C)(OCCCCC12CC3CC(CC(C1)C3)C2)=O ((2R,3S,5R)-5-(6-amino-2-fluoro-9H-purin-9-yl)-2-ethynyl-2-(hydroxy-methyl)tetrahydrofuran-3-yl) 4-(1-adamantyl)butyl carbonate